BrC1=C2N(C=3N=CN=C(C31)N)CC(NC2C)C 5-bromo-6,8-dimethyl-6,7,8,9-tetrahydropyrazino[1',2':1,5]pyrrolo[2,3-d]pyrimidin-4-amine